N-[(2R)-1-{3-[(8-carboxy-2-hydroxy-3,4-dihydro-2H-1,2-benzoxaborinine-7-yl)oxy]azetidin-1-yl}-1-oxopropan-2-yl]-D-α-asparagine hydrochloride Cl.C(=O)(O)C1=C(C=CC=2CCB(OC21)O)OC2CN(C2)C([C@@H](C)N[C@H](CC(=O)O)C(N)=O)=O